ClC=1C=C(C=C2C=CC=NC12)C1=C(N=C(C(=N1)NCC=1C=NC=CC1)N)C1=CC=CC=C1 6-(8-chloroquinolin-6-yl)-5-phenyl-N2-(pyridin-3-ylmethyl)pyrazine-2,3-diamine